BrC=1C=C2CCC=CC2=C(C1)C 6-bromo-8-methyl-3,4-dihydronaphthalen